C1=CC(=CC=2OC3=C(C21)C=CC=C3)B(O)O 3-dibenzofuranboronic acid